OC1=C(C=CC=C1C)C=1NC2=C(N1)C=CC=C2 2-(2-hydroxy-3-methylphenyl)benzimidazole